(S)-10-((2-Chloro-3-fluoropyridin-4-yl)amino)-2-cyclopropyl-3,3-difluoro-7-methyl-1,2,3,4-tetrahydro-[1,4]oxazepino[2,3-c]chinolin-6(7H)-on ClC1=NC=CC(=C1F)NC1=CC=2C3=C(C(N(C2C=C1)C)=O)OCC([C@@H](N3)C3CC3)(F)F